FC(OC1=C(NC2=C(NC3=C2C(NCC3)=O)C3=C(C=NC=C3)OCCOC)C=CC=C1F)F 3-[2-(difluoromethoxy)-3-fluoroanilino]-2-[3-(2-methoxyethoxy)pyridin-4-yl]-1,5,6,7-tetrahydro-4H-pyrrolo[3,2-c]pyridin-4-one